N-(4-cyclobutyl-1-methyl-5-(4-(trifluoromethoxy)phenyl)-1H-pyrazol-3-yl)-3-(trifluoromethyl)cyclobutane-1-carboxamide C1(CCC1)C=1C(=NN(C1C1=CC=C(C=C1)OC(F)(F)F)C)NC(=O)C1CC(C1)C(F)(F)F